2-bromo-5-methyl-cyclohexanone BrC1C(CC(CC1)C)=O